(Z)-4-bromo-3-fluorobut-2-enylcarbamic acid tert-butyl ester C(C)(C)(C)OC(NC\C=C(\CBr)/F)=O